tert-butyl 4-(((6-(4-(4-((4,4-dimethylpiperidin-1-yl)methyl)-2,5-difluoro phenyl)-2-oxo-1,4,9-triazaspiro[5.5]undecan-9-yl)pyrimidin-4-yl)amino)methyl)piperidine-1-carboxylate CC1(CCN(CC1)CC1=CC(=C(C=C1F)N1CC(NC2(C1)CCN(CC2)C2=CC(=NC=N2)NCC2CCN(CC2)C(=O)OC(C)(C)C)=O)F)C